4-methyl-N-(3-(3-methyl-1H-1,2,4-triazol-1-yl)-5-(trifluoromethyl)phenyl)-3-(2-(pyrazolo[1,5-a]pyrimidin-6-yl)ethynyl)benzamide CC1=C(C=C(C(=O)NC2=CC(=CC(=C2)C(F)(F)F)N2N=C(N=C2)C)C=C1)C#CC=1C=NC=2N(C1)N=CC2